N-(5-((6-(1H-pyrrolo[2,3-b]pyridin-1-yl)pyrimidin-4-yl)amino)-2-((2-(dimethylamino)ethyl)(methyl)amino)-4-methoxyphenyl)acrylamide N1(C=CC=2C1=NC=CC2)C2=CC(=NC=N2)NC=2C(=CC(=C(C2)NC(C=C)=O)N(C)CCN(C)C)OC